ClC1=CC=C2C(=C(NC2=C1F)C1=NNC(=N1)C(F)(F)F)C=1C=NNC1 6-chloro-7-fluoro-3-mono(1H-pyrazol-4-yl)-2-(5-(trifluoromethyl)-1H-1,2,4-triazol-3-yl)-1H-indole